ClCCC(=C(C1=CC=CC=C1)C1=CC=C(OCCN2CCC(CC2)CN2CCC(CC2)C=2C=C3C(N(C(C3=CC2F)=O)C2C(NC(CC2)=O)=O)=O)C=C1)C1=CC=CC=C1 5-(1-((1-(2-(4-(4-chloro-1,2-diphenylbut-1-en-1-yl)phenoxy)ethyl)piperidin-4-yl)methyl)piperidin-4-yl)-2-(2,6-dioxopiperidin-3-yl)-6-fluoroisoindoline-1,3-dione